CC1=C(C(=O)OOC(C2=C(C=CC=C2C)C)=O)C(=CC=C1)C 2,6-dimethylbenzoyl peroxide